N-(4-((S)-2-(2-Fluoro-6-methoxypyridin-3-yl)propyl)-6-(((R)-1-hydroxy-4-methylpentan-2-yl)amino)-1,3,5-triazin-2-yl)methanesulfonamide FC1=NC(=CC=C1[C@H](CC1=NC(=NC(=N1)N[C@@H](CO)CC(C)C)NS(=O)(=O)C)C)OC